C1(CCCCC1)NC1=CC=C(C=C1)N N-Cyclohexyl-p-phenylendiamin